CC(C=O)CC 2-methylbutanal